COC1=C(C=CC(=C1)S(F)(F)(F)(F)F)B(O)O [2-Methoxy-4-(pentafluoro-λ6-sulfanyl)phenyl]boronic Acid